[I-].C(CCCCCCCCCCCCCCCCCCC)[NH3+] eicosyl-ammonium iodide